4-(2,6-di-tert-butylphenyl)-2,3-naphthyridin-1-one C(C)(C)(C)C1=C(C(=CC=C1)C(C)(C)C)C1=NNC(C2=CC=CC=C12)=O